N(C(C(=O)[O-])CC(=O)O)C(C(=O)[O-])CC(=O)[O-].[Na+].[Cu+2] Copper sodium iminodisuccinate